ClC1=CC(=CC2=C1N(C(=N2)NC(C2=CC(=NC=C2)C)=O)[C@H]2CN(CCCC2)C(\C=C\CN(C)C)=O)OC(F)(F)F (R,E)-N-(7-Chloro-1-(1-(4-(dimethylamino)but-2-enoyl)azepan-3-yl)-5-(trifluoromethoxy)-1H-benzo[d]imidazol-2-yl)-2-methylisonicotinamide